C1(CC1)C=1C=C(OC=2C=NC=3N(C2C(=O)NCC(F)C2=C(C=C(C=C2)Cl)Cl)N=CC3)C=CC1 6-(3-cyclopropylphenoxy)-N-[2-(2,4-dichlorophenyl)-2-fluoro-ethyl]pyrazolo[1,5-a]pyrimidine-7-carboxamide